(6-methylpyridin-3-yl)aniline CC1=CC=C(C=N1)NC1=CC=CC=C1